ClC1=NC=C2C=C(N=C(C2=C1)NC1CN(C1)C)C1=C(C(=CC(=C1Cl)OC)OC)Cl 7-chloro-3-(2,6-dichloro-3,5-dimethoxyphenyl)-N-(1-methylazetidin-3-yl)-2,6-naphthyridine-1-amine